(3-(4-((2-((S)-2-(hydroxymethyl)pyrrolidin-1-yl)pyrrolo[2,1-f][1,2,4]triazin-4-yl)amino)-1H-imidazol-1-yl)-5-methoxyphenyl)methanone OC[C@H]1N(CCC1)C1=NN2C(C(=N1)NC=1N=CN(C1)C=1C=C(C=C(C1)OC)C=O)=CC=C2